methyl 5-((tert-butoxycarbonyl) amino)-2-morpholinothiazole-4-carboxylate C(C)(C)(C)OC(=O)NC1=C(N=C(S1)N1CCOCC1)C(=O)OC